FC(C1=NC=CC(=C1)NC1=C(C=CC(=N1)N1[C@H](CN(CC1)C(=O)OC(C)(C)C)C)[N+](=O)[O-])F tert-butyl (3S)-4-(6-{[2-(difluoromethyl)pyridin-4-yl]amino}-5-nitropyridin-2-yl)-3-methylpiperazine-1-carboxylate